C(CCCCCC)C1=C(C(=CC=C1)C1=CC=CC=C1)C#N heptyl-biphenyl-nitrile